FC(C(C(F)(F)F)OC(=O)N1CCC2(CCCN2CC=2C=C(OC3CCC(CC3)C(=O)O)C=C(C2)C(F)(F)F)CC1)(F)F 4-(3-((8-(((1,1,1,3,3,3-hexafluoropropan-2-yl)oxy)carbonyl)-1,8-diazaspiro[4.5]decan-1-yl)methyl)-5-(trifluoromethyl)phenoxy)cyclohexane-1-carboxylic acid